FC1=NC=CC(=C1)C(COC)(COC)OC 2-fluoro-4-(1,2,3-trimethoxypropan-2-yl)pyridine